2,4-dimethyl-6,7-dihydro-5H-pyrrolo[3,4-b]pyridine CC1=CC(=C2C(=N1)CNC2)C